(3R)-3-amino-5-[(4-chlorophenyl)methyl]-7-[5-(4,4-difluoro-1-piperidyl)-1,3,4-oxadiazol-2-yl]-1,1-dioxo-2,3-dihydro-1lambda6,5-benzothiazepin-4-one N[C@H]1CS(C2=C(N(C1=O)CC1=CC=C(C=C1)Cl)C=C(C=C2)C=2OC(=NN2)N2CCC(CC2)(F)F)(=O)=O